(S)-N-(8,9-difluoro-6-oxo-1,2,3,4,5,6-hexahydrobenzo[c][1,7]naphthyridin-1-yl)-N-methyl-1H-indole-2-carboxamide FC=1C(=CC2=C(C(NC=3CNC[C@H](C23)N(C(=O)C=2NC3=CC=CC=C3C2)C)=O)C1)F